(S)-1'-(5-((2-amino-5-chloropyridin-4-yl)thio)pyrazin-2-yl)-5,7-dihydrospiro[cyclopenta[b]pyridine-6,4'-piperidin]-5-amine NC1=NC=C(C(=C1)SC=1N=CC(=NC1)N1CCC2(CC1)[C@@H](C=1C(=NC=CC1)C2)N)Cl